C(C(C)C)N(CN1N=CN=C1)CC(C)C N,N-diisobutyl-1H-1,2,4-triazole-1-methanamine